ClC(CC(O)(O)Cl)([Na])Cl trichlorodihydroxypropyl-sodium